6-(4-amino-4-methylpiperidin-1-yl)-3-(2,3-dichlorophenyl)pyrazine-2-carbonitrile NC1(CCN(CC1)C1=CN=C(C(=N1)C#N)C1=C(C(=CC=C1)Cl)Cl)C